3-methoxy-5-(1H-1,2,4-triazol-3-yl)pyridine COC=1C=NC=C(C1)C1=NNC=N1